N(C(=N)N)C1=CC=C(C=C1)CCC(=O)O 3-(4-guanidinophenyl)propanoic acid